(3aR,5s,6aS)-2-cycloheptyl-N-(6-(2,3,5-trifluorophenyl)pyridazin-3-yl)octahydrocyclopenta[c]pyrrol-5-amine C1(CCCCCC1)N1C[C@@H]2[C@H](C1)CC(C2)NC=2N=NC(=CC2)C2=C(C(=CC(=C2)F)F)F